4-isopropyl-3-(3-(3-(trifluoromethyl)phenyl)acryloyl)oxazolidin-2-one C(C)(C)C1N(C(OC1)=O)C(C=CC1=CC(=CC=C1)C(F)(F)F)=O